3-cyclopropyl-1-(2-fluoro-4-iodophenyl)-6,8-dimethyl-2,4,7-trioxopyrido[2,3-d]pyrimidin-5-yl trifluoromethanesulfonate FC(S(=O)(=O)OC1=C(C(N(C=2N(C(N(C(C21)=O)C2CC2)=O)C2=C(C=C(C=C2)I)F)C)=O)C)(F)F